((((2-((perfluorophenoxy) carbonyl) benzo[b]thiophen-5-yl)methyl)phosphoryl) bis(oxy))bis(methylene) bis(2,2-dimethylpropanoate) CC(C(=O)OCOP(=O)(CC1=CC2=C(SC(=C2)C(=O)OC2=C(C(=C(C(=C2F)F)F)F)F)C=C1)OCOC(C(C)(C)C)=O)(C)C